FC=1C(=CC(=C2C=C(NC12)C(=O)N1CCN(CC1)C1=NC=C(C=C1OC)F)[C@H]1N(CCC1)C)C1=CCCN(C1)C(CCN1N=NC=C1)=O 1-[5-[7-fluoro-2-[4-(5-fluoro-3-methoxy-2-pyridyl)piperazine-1-carbonyl]-4-[(2S)-1-methylpyrrolidin-2-yl]-1H-indol-6-yl]-3,6-dihydro-2H-pyridin-1-yl]-3-(triazol-1-yl)propan-1-one